5'-bromo-4'-chloro-6-methoxy-[2,3'-bipyridine]-5-carbaldehyde BrC=1C(=C(C=NC1)C1=NC(=C(C=C1)C=O)OC)Cl